Ethyl (3S)-3-(4,4'-difluoro-2'-(hex-5-en-2-yloxy)-6'-methyl-5-(trifluoromethyl)-[1,1'-biphenyl]-3-yl)-3-((R)-2-hydroxypent-4-enamido)propanoate FC1=C(C=C(C=C1C(F)(F)F)C1=C(C=C(C=C1C)F)OC(C)CCC=C)[C@H](CC(=O)OCC)NC([C@@H](CC=C)O)=O